CS(=O)(=O)OCC1=CC(=C(C=C1)C(F)(F)F)OC [3-methoxy-4-(trifluoromethyl)phenyl]methyl methanesulfonate